N-[(3,4-difluorophenyl)methyl]-5-[3-[4-(1H-triazol-5-yl)-1-piperidyl]-4,5-dihydroisoxazol-5-yl]pyrimidin-2-amine FC=1C=C(C=CC1F)CNC1=NC=C(C=N1)C1CC(=NO1)N1CCC(CC1)C1=CN=NN1